1-(4-[(4S,5R)-4,5-Bis-(4-chloro-phenyl)-2-(2-ethoxyphenyl)-4,5-dihydro-imidazole-1-carbonyl]-piperazin-1-yl)-ethanone ClC1=CC=C(C=C1)[C@@H]1N=C(N([C@@H]1C1=CC=C(C=C1)Cl)C(=O)N1CCN(CC1)C(C)=O)C1=C(C=CC=C1)OCC